N,N,N',N',N'',N''-hexamethyl-1,3,5-triazin-1,3,5(2H,4H,6H)-tripropanamin CN(CCCN1CN(CN(C1)CCCN(C)C)CCCN(C)C)C